ClC=1C=CC=C2CCO[C@@H](C12)CN (S)-(8-chloroisochroman-1-yl)-methanamine